N-(4-((3S,5R)-3-amino-5-fluoropiperidin-1-yl)-5-(1-(difluoromethyl)-1H-pyrazol-4-yl)pyridin-2-yl)-2-(2-fluoro-6-methoxyphenyl)pyrimidin-4-amine hydrochloride Cl.N[C@@H]1CN(C[C@@H](C1)F)C1=CC(=NC=C1C=1C=NN(C1)C(F)F)NC1=NC(=NC=C1)C1=C(C=CC=C1OC)F